C1=C2C=C3C(=NC2=CC(=C1)C#N)C=CC=CCC3 11H-cycloocta[b]quinoline-3-carbonitrile